CC1=C(C=2N(C=C1C=1NC3=CC=C(C=C3C1C(C)C)C1CCN(CC1)CC(C)(O)C)N=CN2)C 1-(4-(2-(7,8-dimethyl-[1,2,4]triazolo[1,5-a]pyridin-6-yl)-3-isopropyl-1H-indol-5-yl)piperidin-1-yl)-2-methylpropan-2-ol